FC1=CC=C(CC2=CC3=C(OC[C@@H](N3C(=O)OCC3=CC=CC=C3)C)N=C2NCC(F)(F)F)C=C1 benzyl (S)-7-(4-fluorobenzyl)-2-methyl-6-((2,2,2-trifluoroethyl)amino)-2,3-dihydro-1H-pyrido[2,3-b][1,4]oxazine-1-carboxylate